N1(C=NC=C1)C=1C=C(CN(C2=CC(=NC=C2)CN(C)C)CC2=CC(=CC=C2)OC)C=CC1 N-(3-(1H-imidazol-1-yl)benzyl)-2-((dimethylamino)methyl)-N-(3-methoxybenzyl)pyridin-4-amine